(1s,4s)-6'-acetyl-2'-bromo-4-[(3-chlorophenyl)(trifluoroacetyl)amino]-5'-methyl-spiro[cyclohexane-1,1'-indene]-4-carboxylic acid methyl ester COC(=O)C1(CCC2(C(=CC3=CC(=C(C=C23)C(C)=O)C)Br)CC1)N(C(C(F)(F)F)=O)C1=CC(=CC=C1)Cl